palladium hydroxide carbon [C].[Pd](O)O